OCC1=CC=C(CCC=2C=C(C=CC2)NC(OC(C)(C)C)=O)C=C1 tert-butyl (3-(4-(hydroxymethyl)phenethyl) phenyl)carbamate